N-(butyl)sulfamide C(CCC)NS(=O)(=O)N